(Z)-8-(4-chlorophenyl)-6-hydroxy-3,6-diphenyloctan-2-en-4,7-diyne-1-al ClC1=CC=C(C=C1)C#CC(C#C\C(=C/C=O)\C1=CC=CC=C1)(C1=CC=CC=C1)O